(R)-ethyl 3-(5-(1-aminoisoquinolin-5-yl)-3-((2-(2-ethoxy-2-oxoethyl)-3-methylphenoxy)methyl)-1H-indazol-1-yl)pyrrolidine-1-carboxylate NC1=NC=CC2=C(C=CC=C12)C=1C=C2C(=NN(C2=CC1)[C@H]1CN(CC1)C(=O)OCC)COC1=C(C(=CC=C1)C)CC(=O)OCC